methyl 2-(aminomethyl)-5-[4-(2-tetrahydropyran-4-yloxyethoxy)phenoxy]pyridine-4-carboxylate NCC1=NC=C(C(=C1)C(=O)OC)OC1=CC=C(C=C1)OCCOC1CCOCC1